((8-(2,2-dimethylcyclopropyl)octyloxy)methyl)benzene CC1(C(C1)CCCCCCCCOCC1=CC=CC=C1)C